ClC=1C=C2C(=NC(=NC2=C(C1C1=C(C(=CC(=N1)N)C)C(F)(F)F)F)OC[C@H]1N(CCC1)C)N1CC2CCC(CC1)N2 6-(6-chloro-4-{3,9-diazabicyclo[4.2.1]nonan-3-yl}-8-fluoro-2-{[(2S)-1-methylpyrrolidin-2-yl]methoxy}quinazolin-7-yl)-4-methyl-5-(trifluoromethyl)pyridin-2-amine